2-(2,3-dihydro-1,4-benzodioxin-6-yl)-5-(1H-pyrrolo[2,3-b]pyridin-4-yl)-1-{[2-(trimethylsilyl)ethoxy]methyl}-1H-pyrrole-3-carboxamide O1CCOC2=C1C=CC(=C2)C=2N(C(=CC2C(=O)N)C2=C1C(=NC=C2)NC=C1)COCC[Si](C)(C)C